NCC1=NN=C(O1)CC(=O)N1C(CC(C1)F)C(=O)NC(C1=CC=C(C=C1)C(C)C)C1=CC=CC=C1 1-{2-[5-(aminomethyl)-1,3,4-oxadiazol-2-yl]acetyl}-4-fluoro-N-{phenyl-[4-(propan-2-yl)phenyl]methyl}pyrrolidine-2-carboxamide